N1(CCN(CCN(CC1)CC1=C(C(=CC(=C1)C)CN)O)CC1=C(C(=CC(=C1)C)CN)O)CC1=C(C(=CC(=C1)C)CN)O 2,2',2''-[1,4,7-triazonane-1,4,7-triyltris(methylene)]tris[6-(aminomethyl)-4-methylphenol]